5-{[3-fluoro-4-(2-fluoro-3-methylpyridin-4-yl)phenyl]methyl}-6-hydroxy-2-(4-methyl-1,3-thiazol-2-yl)-1-[(1S)-1-phenylpropyl]-1,4-dihydropyrimidin-4-one FC=1C=C(C=CC1C1=C(C(=NC=C1)F)C)CC=1C(N=C(N(C1O)[C@@H](CC)C1=CC=CC=C1)C=1SC=C(N1)C)=O